BrCCCCCCCCCCCCCCCCCCCCCC(=O)[O-] 22-bromobehenate